C(C1=CC=CC=C1)OC1=CC=C(OCCOCCNC=2OC=CC2)C=C1 N-(2-(2-(4-(benzyloxy)phenoxy)ethoxy)ethyl)-2-furanamine